CC(C)(C)OC(=O)NC(C(=O)OC)P(=O)(OC)OC N-Boc-2-Phosphonoglycine trimethyl ester